4,5-Difluoro-N-(8-fluoro-6-oxo-1,4,5,6-tetrahydro-2H-pyrano[3,4-c]isoquinolin-1-yl)-N-methyl-1H-indole-2-carboxamide FC1=C2C=C(NC2=CC=C1F)C(=O)N(C)C1COCC=2NC(C=3C=C(C=CC3C21)F)=O